FC1=C(C=CC(=C1)[C@@H]1NCCC1)C=1N=C2SC3=C(N2C1)C=CC(=C3)C(=O)NCCCN3CCC(CC3)F (R)-2-(2-fluoro-4-(pyrrolidin-2-yl)phenyl)-N-(3-(4-fluoropiperidin-1-yl)propyl)benzo[d]imidazo[2,1-b]thiazole-7-carboxamide